2,7-diiodo-9H-fluorene IC1=CC=2CC3=CC(=CC=C3C2C=C1)I